C(C1=CC=CC=C1)N(C(=O)C=1NC(C(=CC1C)Br)=O)CCCO N-benzyl-5-bromo-N-(3-hydroxypropyl)-3-methyl-6-oxo-1,6-dihydropyridine-2-carboxamide